(2,6-diisopropylphenoxy)diethylaluminum C(C)(C)C1=C(O[Al](CC)CC)C(=CC=C1)C(C)C